C12CN(CC(N1)C2)C=2OC1=C(N2)C(=CC=C1C=1SC=CN1)OC1=NC=C(C=C1)C(F)(F)F 2-(3,6-diazabicyclo[3.1.1]heptan-3-yl)-7-(thiazol-2-yl)-4-((5-(trifluoromethyl)pyridin-2-yl)oxy)benzo[d]oxazole